Methyl-1-(3-chloro-5-(1-(chinolin-5-yl)-5-(trifluoromethyl)-1H-pyrazol-4-carboxamido)pyridin-2-yl)-1H-1,2,3-triazol-4-carboxylat COC(=O)C=1N=NN(C1)C1=NC=C(C=C1Cl)NC(=O)C=1C=NN(C1C(F)(F)F)C1=C2C=CC=NC2=CC=C1